FC=1C=C(C=O)C=C(C1)C 3-Fluoro-5-methylbenzaldehyde